BrCC1=CC=C(C=C1)OC Bromomethyl(4-methoxybenzene)